5-(3-ethyl-2-methyl-3H-imidazo[4,5-b]pyridin-5-yl)-N-(trans-3-(methoxymethyl)cyclobutyl)pyrrolo[2,1-f][1,2,4]triazin-2-amine C(C)N1C(=NC=2C1=NC(=CC2)C=2C=CN1N=C(N=CC12)N[C@@H]1C[C@H](C1)COC)C